3,4,5-trichlorophenyl 2,4,6-tri-O-acetyl-3-deoxy-3-[4-(1,3,4-thiadiazol-2-yl)-1H-1,2,3-triazol-1-yl]-1-thio-alpha-D-galactopyranoside C(C)(=O)O[C@H]1[C@@H](SC2=CC(=C(C(=C2)Cl)Cl)Cl)O[C@@H]([C@@H]([C@@H]1N1N=NC(=C1)C=1SC=NN1)OC(C)=O)COC(C)=O